5-chloro-N-((1r,4r)-4-((3-(3-(hydroxymethyl)benzo[d]isoxazol-6-yl)-2-oxo-2,3-dihydro-1H-benzo[d]imidazol-1-yl)methyl)cyclohexyl)-2-methylnicotinamide ClC=1C=NC(=C(C(=O)NC2CCC(CC2)CN2C(N(C3=C2C=CC=C3)C3=CC2=C(C(=NO2)CO)C=C3)=O)C1)C